CC1=C(C=CC(=N1)NC1=NC=NC(=C1)NC1=NC=CC=C1S(=O)(=O)C)NC1(COC1)C N4-(6-methyl-5-((3-methyloxetan-3-yl)amino)pyridin-2-yl)-N6-(3-(methylsulfonyl)pyridin-2-yl)pyrimidine-4,6-diamine